C(C1=CC=CC=C1)(C1=CC=CC=C1)(C1=CC=CC=C1)SCCN 2-tritylmercaptoethylamine